BrC1=CC=C(C=C1)[C@H]1C[C@@H]2C(N([C@H]1C2)C(=O)OC(C)(C)C)=O tert-butyl (1S,4S,6R)-6-(4-bromophenyl)-3-oxo-2-azabicyclo[2.2.1]heptane-2-carboxylate